NC[C@@H]1CCOC2=C1C=CC(=C2)N(C)C2=CC=C(C=C2)F (4R)-4-(aminomethyl)-N-(4-fluorophenyl)-N-methyl-3,4-dihydro-2H-1-benzopyran-7-amine